C(C1=CC=CC=C1)N1N=NC(=C1)C(C=1N=NN(C1)CC1=CC=CC=C1)(C=1N=NN(C1)CC1=CC=CC=C1)N tris(1-benzyl-1H-1,2,3-triazol-4-yl)methylamine